(2-((2-aminoethyl)amino)-6-(3-fluoro-2-methylphenyl)imidazo[1,2-a]pyridin-3-yl)((1s,2s)-2-fluorocyclopropyl)methanone NCCNC=1N=C2N(C=C(C=C2)C2=C(C(=CC=C2)F)C)C1C(=O)[C@H]1[C@H](C1)F